C(C)N(C(N[C@H](C(=O)O)CCN(CCCCC1=NC=2NCCCC2C=C1)CCOC1=CC=CC=C1)=O)CC (S)-2-(3,3-diethylureido)-4-((2-phenoxyethyl)(4-(5,6,7,8-tetrahydro-1,8-naphthyridin-2-yl)butyl)amino)butanoic acid